di(benzofuran-5-yl)methanol O1C=CC2=C1C=CC(=C2)C(O)C=2C=CC1=C(C=CO1)C2